C(CCCCCCCCCCC\C=C/CCCCCCCC)OC(CCCCCCCCCCC)=O lauric acid erucyl ester